Cl.C(CCCC)ON=C(C)C1=CC=C(C=C1)C1=NOC(=N1)[C@H]1CNCC1 (R)-1-(4-(5-(pyrrolidin-3-yl)-1,2,4-oxadiazol-3-yl)phenyl)ethan-1-one O-pentyl oxime hydrochloride